C(CCC)[Bi]1N[Bi](N[Bi](N1)CCCC)CCCC 2,4,6-tributyl-1,3,5,2,4,6-triazatribismane